FC=1C=C(C=CC1F)C1=C(O[C@]([C@H]1C)(C(F)(F)F)C)C(=O)OCC |r| rac-ethyl (4S,5R)-3-(3,4-difluorophenyl)-4,5-dimethyl-5-(trifluoromethyl)-4,5-dihydrofuran-2-carboxylate